pentafluorophenyl 4-chloro-3-(2,4-dioxotetrahydropyrimidin-1(2H)-yl)benzoate ClC1=C(C=C(C(=O)OC2=C(C(=C(C(=C2F)F)F)F)F)C=C1)N1C(NC(CC1)=O)=O